(S)-1-(2-(6-fluoro-1H-indole-3-carbonyl)thiazol-4-yl)propyl 2-morpholinoacetate hydrochloride Cl.O1CCN(CC1)CC(=O)O[C@@H](CC)C=1N=C(SC1)C(=O)C1=CNC2=CC(=CC=C12)F